2-[(4-{6-[(4-chloro-2-fluorobenzyl)oxy]pyridin-2-yl}piperidin-1-yl)methyl]-1-(cyclobutylmethyl)-1H-benzimidazole-6-carboxylic acid ClC1=CC(=C(COC2=CC=CC(=N2)C2CCN(CC2)CC2=NC3=C(N2CC2CCC2)C=C(C=C3)C(=O)O)C=C1)F